methyl 2-((1-benzoyl-6-(4-hydroxybutyl)-1H-pyrrolo[2,3-b]pyridin-5-yl) oxy)-4-fluorobenzoate C(C1=CC=CC=C1)(=O)N1C=CC=2C1=NC(=C(C2)OC2=C(C(=O)OC)C=CC(=C2)F)CCCCO